1-(carboxymethyl)-2,3,4,5-tetraphenylpyridinium C(=O)(O)C[N+]1=C(C(=C(C(=C1)C1=CC=CC=C1)C1=CC=CC=C1)C1=CC=CC=C1)C1=CC=CC=C1